2-(6-bromo-1-oxo-spiro[3H-isoquinoline-4,1'-cyclopropane]-2-yl)-N-(2-oxabicyclo[2.2.2]octan-4-yl)acetamide BrC=1C=C2C(=CC1)C(N(CC21CC1)CC(=O)NC12COC(CC1)CC2)=O